[C@H]12NC[C@@H](CC1)C2 (1S,4S,5R)-2-azabicyclo[2.2.1]heptan